2,4-dichloro-5-fluoro-1,3-diacetyl-benzene ClC1=C(C=C(C(=C1C(C)=O)Cl)F)C(C)=O